C12C=CC(C(C1)CC(=O)O)C2 2-(5-norbornenyl)-acetic acid